1-(7-fluoro-2,3,4,5-tetrahydro-1,4-benzoxazepin-4-yl)-2,2-dimethylbutan-1-one FC=1C=CC2=C(CN(CCO2)C(C(CC)(C)C)=O)C1